6-ISOPROPENYL-3-METHYL-3,9-DECADIENYL-CARBOXYLAT C(=C)(C)C(CC=C(CCC(=O)[O-])C)CCC=C